(4-(2-cyanovinyl)phenethyl)carbamate C(#N)C=CC1=CC=C(CCNC([O-])=O)C=C1